tert-Butyl N-[4-(7-chloro-2-(oxan-2-yl)indazol-4-yl)-6-(morpholine-4-carbonyl)-2-oxo-1H-quinolin-3-yl]carbamate ClC1=CC=C(C2=CN(N=C12)C1OCCCC1)C1=C(C(NC2=CC=C(C=C12)C(=O)N1CCOCC1)=O)NC(OC(C)(C)C)=O